N-(6-(2H-1,2,3-triazol-2-yl)-5-(trifluoromethyl)pyridin-3-yl)-5-(2-chloro-4-fluorophenyl)-3-methylpicolinamide N=1N(N=CC1)C1=C(C=C(C=N1)NC(C1=NC=C(C=C1C)C1=C(C=C(C=C1)F)Cl)=O)C(F)(F)F